CNNCCC N-methylaminopropylamine